3-chloro-2-methyl-phenyl-boronic acid ClC=1C(=C(C=CC1)B(O)O)C